C/C(=C/CC(=O)O)/CCC=C(C)C Z-4,8-dimethyl-3,7-nonadienoic acid